N,N-Dibenzyl-5-Aminosulfonyl-4-chloro-2-[(2-furanylmethyl)amino]benzamide C(C1=CC=CC=C1)N(C(C1=C(C=C(C(=C1)S(=O)(=O)N)Cl)NCC=1OC=CC1)=O)CC1=CC=CC=C1